4-((S)-1-((S)-1-((1-(3-chlorobenzyl)-1H-imidazol-4-yl)amino)-1-oxopropan-2-yl)-4,4-difluoropiperidin-3-yl)pyridine 1-oxide ClC=1C=C(CN2C=NC(=C2)NC([C@H](C)N2C[C@@H](C(CC2)(F)F)C2=CC=[N+](C=C2)[O-])=O)C=CC1